ClC1=NC(=NC(=C1)Cl)N(C)C 4,6-dichloro-2-N,N-dimethylpyrimidinamine